1-(2-(6-chloro-2-(3,6-dihydro-2H-pyran-4-yl)pyrimidin-4-yl)-2,7-diazaspiro[3.5]nonan-7-yl)ethan-1-one ClC1=CC(=NC(=N1)C=1CCOCC1)N1CC2(C1)CCN(CC2)C(C)=O